OC1C(C(C(OC1CO)C(=O)N)OC)N1N=NC(=C1)C1=CC(=C(C(=C1)F)F)F 5-hydroxy-6-(hydroxymethyl)-3-methoxy-4-(4-(3,4,5-trifluorophenyl)-1H-1,2,3-triazol-1-yl)tetrahydro-2H-pyran-2-carboxamide